CC1(C(OB(O1)C1=CN=NC=C1)(C)C)C 4-(tetramethyl-1,3,2-dioxaborolan-2-yl)pyridazine